C(C1=CC=CC=C1)C1=CC(=NO1)C(=O)N[C@@H]1C(N(C2=C(OC1)C=CC=C2)CC)=O (S)-5-benzyl-N-(5-ethyl-4-oxo-2,3,4,5-tetrahydrobenzo[b][1,4]oxazepin-3-yl)isoxazole-3-carboxamide